C(#N)C1=C(OC2=CC(=NC=N2)OC2=C(C=CC=C2)OC(\C=C\OC)=O)C=CC=C1 (E)-[2-[6-(2-cyanophenoxy) pyrimidin-4-yloxy] phenyl]-3-methoxyacrylate